C(C=C)(=O)OCCCCCCOC1=CC=C(C(=O)OC2=CC(=C(C=C2)OC(=O)C2CCC(CC2)C)C=O)C=C1 [4-(4-methylcyclohexanecarbonyl)oxy-3-formyl-phenyl] 4-(6-prop-2-enoyloxyhexoxy)benzoate